3,5-bis(trifluoromethyl)phenyl-boronic acid FC(C=1C=C(C=C(C1)C(F)(F)F)B(O)O)(F)F